(3,5-bis(trifluoromethyl)phenyl)glycine FC(C=1C=C(C=C(C1)C(F)(F)F)NCC(=O)O)(F)F